BrC1=C(C(=CC(=C1)Cl)C)N1CC2(C1)CCOCC2 2-(2-bromo-4-chloro-6-methylphenyl)-7-oxa-2-azaspiro[3.5]nonane